1-(4-amino-2-(2-(2,2,2-trifluoroethoxy)ethyl)-1H-imidazo[4,5-c]quinolin-1-yl)-2-methylpropan-2-ol NC1=NC=2C=CC=CC2C2=C1N=C(N2CC(C)(O)C)CCOCC(F)(F)F